BrC1=C(C=C2C=C(N=CC2=C1)NC(OC(C)(C)C)=O)C(F)(F)P(=O)(OCC)OCC tert-butyl (7-bromo-6-((diethoxyphosphoryl)difluoromethyl)isoquinolin-3-yl)carbamate